C(C)C(CP(O)(=O)C1=CC=C(C=C1)CCCCCCCCC)CCCC (2-ethylhexyl)(p-nonylphenyl)phosphinic acid